hexadecoyl chloride C(CCCCCCCCCCCCCCC)(=O)Cl